ClC1=CC=C(C=C1)C1=C(N=C(N1)C1CCN(CC1)CC1=CC=NC=C1)C 4-((4-(5-(4-chlorophenyl)-4-methyl-1H-imidazol-2-yl)piperidin-1-yl)methyl)pyridine